3-fluoro-4-(4-(5-fluoropyrimidin-2-yl)piperazin-1-yl)aniline methyl-2-(5-bromo-2-((pyrazolo[1,5-a]pyrimidine-3-carboxamido)methyl)benzofuran-7-yl)acetate COC(CC1=CC(=CC=2C=C(OC21)CNC(=O)C=2C=NN1C2N=CC=C1)Br)=O.FC=1C=C(N)C=CC1N1CCN(CC1)C1=NC=C(C=N1)F